[6-[3-(1-hydroxycyclopropyl)-1,2,4-triazol-1-yl]-2-azaspiro[3.3]heptan-2-yl]-[6-[[2-(trifluoromethyl)pyrimidin-5-yl]methyl]-2-azaspiro[3.3]heptan-2-yl]methanone OC1(CC1)C1=NN(C=N1)C1CC2(CN(C2)C(=O)N2CC3(C2)CC(C3)CC=3C=NC(=NC3)C(F)(F)F)C1